NC1=C2C(=NS1)C=CC(=C2)S(=O)(=O)N aminobenzo[c]isothiazole-5-sulfonamide